C(C)OC(=O)C12C3CCC(C2CCC1)C3 ethyltricyclo[5.2.1.02,6]decane-2-ylcarboxylate